N1(CCC1)C1CCN(CC1)CC=1C=C(C=C(C1)F)C=1C=C(C2=C(N(C(=N2)C2=CC=C(C=C2)S(=O)(=O)C)C)C1)C 6-(3-((4-(Azetidin-1-yl)piperidin-1-yl)methyl)-5-fluorophenyl)-1,4-dimethyl-2-(4-(methylsulfonyl)phenyl)-1H-benzo[d]imidazol